BrC=1C=C(C(=NC1)OC1CC1)F 5-Bromo-2-cyclopropyloxy-3-fluoropyridine